CCCCC[C@H]1[C@H](O1)C(/C=C\\C/C=C\\C/C=C\\CCCC(=O)O)O The molecule is a 13-hydroxy-14,15-epoxy-(5Z,8Z,11Z)-icosatrienoic acid in which the chiral centres at positions 14 and 15 have R- and S-configuration respectively while that at position 13 remains unspecified. It has a role as a human metabolite. It is a conjugate acid of a 13-hydroxy-(14R,15S)-epoxy-(5Z,8Z,11Z)-icosatrienoate(1-).